C1(=CC=CC2=CC=CC=C12)C1=C(C=2C3=CC=CC=C3C3=CC=CC(=C1)C23)C2=CC=CC3=CC=CC=C23 naphthyl(naphthyl)fluoranthene